ClC=1C=CC(=C(C1)C1=NNC=C1C=1N=C2C=C(C=NC2=CC1)N1CC(CC1)NC)F 1-[6-[3-(5-chloro-2-fluoro-phenyl)-1H-pyrazol-4-yl]-1,5-naphthyridin-3-yl]-N-methyl-pyrrolidin-3-amine